N-heptyl-N'-undecylurea C(CCCCCC)NC(=O)NCCCCCCCCCCC